ClCC1=CC(=NO1)CC 5-(chloromethyl)-3-ethyl-1,2-oxazole